2,2-dimethyl-3-(methyl(2-oxo-4-(o-tolyl)-2H-chromen-7-yl)amino)propanoic acid CC(C(=O)O)(CN(C1=CC=C2C(=CC(OC2=C1)=O)C1=C(C=CC=C1)C)C)C